C(C=C)(=O)OC(C)C(OC)OC1=CC=C(C=C1)NC(=O)OC(C)(C)C (4-tert-butoxycarbonylaminophenoxy)-3-methoxyprop-2-yl acrylate